5-(4-((4-(trifluoromethyl)oxazol-2-yl)ethynyl)phenoxy)-1H-1,2,3-triazole-4-carboxylic acid FC(C=1N=C(OC1)C#CC1=CC=C(OC2=C(N=NN2)C(=O)O)C=C1)(F)F